ClC(C(=O)OCCCC(C)C)(Cl)Cl Trichloroacetic acid, 4-methylpentyl ester